methyl (2R)-2-hydrazinylpropanoate hydrochloride Cl.N(N)[C@@H](C(=O)OC)C